OCC(=O)N1CC2(CN(C2)C(=O)OC(C)(C)C)C1 tert-butyl 6-(2-hydroxyacetyl)-2,6-diazaspiro[3.3]heptane-2-carboxylate